Ethyl 2-chloro-4-{[(1S)-2-hydroxy-1-phenylethyl]amino}-pyrimidine-5-carboxylate ClC1=NC=C(C(=N1)N[C@H](CO)C1=CC=CC=C1)C(=O)OCC